C(#C)N1C2=CC=CC=C2C=2C=CC=C(C12)C1=C(N)C=CC=C1 2-(9-ethynylcarbazolyl)aniline